N-(3-benzoimidazolylpropyl)acrylamide N1=C(NC2=C1C=CC=C2)CCCNC(C=C)=O